N-{4-[2-(2,6-dichlorophenyl)acetamido]pyridin-2-yl}-N-(2-fluorophenyl)acetamide ClC1=C(C(=CC=C1)Cl)CC(=O)NC1=CC(=NC=C1)N(C(C)=O)C1=C(C=CC=C1)F